stearyl citraconate C(\C(\C)=C/C(=O)[O-])(=O)OCCCCCCCCCCCCCCCCCC